C(CCC)C1N(S(C2=C(N(C1)C1=CC=C(C=C1)F)C=C(C(=C2)OCC2CC2)SC)(=O)=O)C 1-(((3-Butyl-5-(4-fluorophenyl)-2-methyl-7-(methylthio)-1,1-dioxido-2,3,4,5-tetrahydro-1,2,5-benzothiadiazepin-8-yl)oxy)methyl)cyclopropan